OC(CCCCCCCCCCCCCCCC(=O)O)CC 17-Hydroxy-nonadecanoic acid